O1-benzyl O5-tert-butyl (2R)-3,3-dimethyl-2-(phenoxycarbonylamino)pentanedioate CC([C@H](C(=O)OCC1=CC=CC=C1)NC(=O)OC1=CC=CC=C1)(CC(=O)OC(C)(C)C)C